FC(C1=CC=2N(C=C1)N=CC2C(=O)OCC)(F)F ethyl 5-(trifluoromethyl)pyrazolo[1,5-a]pyridine-3-carboxylate